CN1C=CC=2C1=NC=CC2C2=NC=C(C1=C2CNC1=O)NC1=NC=C(C=C1)N1CCOCC1 4-(1-methyl-1H-pyrrolo[2,3-b]pyridin-4-yl)-7-((5-morpholinopyridin-2-yl)amino)-2,3-dihydro-1H-pyrrolo[3,4-c]pyridin-1-one